7-fluoro-5-isopropyl-2,3-dimethyl-2,3-dihydrobenzofuran-4-ol FC=1C=C(C(=C2C(C(OC21)C)C)O)C(C)C